Cl.CN1N=C(C2=CC=C(C=C12)N[C@H]1[C@@H](CNCC1)C)N1C(NC(CC1)=O)=O 1-[1-methyl-6-[[(3R,4R)-3-methyl-4-piperidyl]amino]indazol-3-yl]hexahydropyrimidine-2,4-dione hydrochloride